3-(5-chlorothiazol-2-yl)-3-hydroxybutanoic acid ClC1=CN=C(S1)C(CC(=O)O)(C)O